(S)-4-ethyl-3-methylpiperazin C(C)N1[C@H](CNCC1)C